(1R,5R)-5-(carboxymethyl)cyclopent-2-ene-1,2-dicarboxylic acid C(=O)(O)C[C@H]1CC=C([C@@H]1C(=O)O)C(=O)O